2,4,6-trimethyl-3-(2-(2-oxoimidazolidin-1-yl)ethoxy)benzaldehyde CC1=C(C=O)C(=CC(=C1OCCN1C(NCC1)=O)C)C